tert-butyl 4-(4-hydroxy-N-methyl-anilino)piperidine-1-carboxylate OC1=CC=C(N(C)C2CCN(CC2)C(=O)OC(C)(C)C)C=C1